C1([C@H](O)[C@H](O)[C@@H](O)[C@@H](O1)C)NC(=S)N rhamnosylthiourea